N1C(C=C(C2=CC=CC=C12)CCC(=O)O)=O 3-[2(1H)-quinolon-4-yl]propionic acid